CN1C(=NC=C1C)N1CC2N(CC3=C(C=C4C=C(C=NC4=C3)CC)OCC2)[C@@H](C1)OC (R)-3-(1,5-dimethyl-1H-imidazol-2-yl)-10-ethyl-l-1-methoxy-2,3,4,4a,5,6-hexahydro-1H,14H-pyrazino[1',2':5,6][1,5]oxazocino[2,3-g]quinoline